5-bromo-6-cyclobutoxy-2-(1-methyl-2-oxabicyclo[2.2.1]heptan-4-yl)-2H-pyrazolo[3,4-b]pyridine BrC1=CC=2C(N=C1OC1CCC1)=NN(C2)C21COC(CC2)(C1)C